Sulphydryl Disulfide SSSS